di(pentadecan-7-yl) 6,6'-((2-(4-hydroxypiperidin-1-yl)ethyl)azanediyl)dihexanoate OC1CCN(CC1)CCN(CCCCCC(=O)OC(CCCCCC)CCCCCCCC)CCCCCC(=O)OC(CCCCCC)CCCCCCCC